(2S,4R)-N-((R)-1-(4-carbamimidoylthiophen-2-yl)-2-hydroxyethyl)-1-((9,9-difluoro-9H-fluorene-3-carbonyl)glycyl)-4-fluoro-4-(fluoromethyl)pyrrolidine-2-carboxamide C(N)(=N)C=1C=C(SC1)[C@@H](CO)NC(=O)[C@H]1N(C[C@](C1)(CF)F)C(CNC(=O)C=1C=CC=2C(C3=CC=CC=C3C2C1)(F)F)=O